6''-((6-aminopyrimidin-4-yl)amino)-2,2-difluoro-8''-methyl-2''H-dispiro[cyclopropane-1,1'-cyclohexane-4',3''-imidazo[1,5-a]pyridine]-1'',5''-dione NC1=CC(=NC=N1)NC1=CC(=C2N(C1=O)C1(NC2=O)CCC2(CC1)C(C2)(F)F)C